N-(6-methoxy-5-((E)-2-((3R,6R)-6-(trifluorometh-yl)tetrahydro-2H-pyran-3-yl)vinyl)pyridin-3-yl)acryl-amide COC1=C(C=C(C=N1)NC(C=C)=O)\C=C\[C@@H]1CO[C@H](CC1)C(F)(F)F